4-(3-bromo-6-chloro-2-fluorophenoxy)-2-fluoro-1-(4-fluorophenyl)butan-1-ol BrC=1C(=C(OCCC(C(O)C2=CC=C(C=C2)F)F)C(=CC1)Cl)F